BrC=1C(=C2CN(CC2=C(C1)C)C(CC1CN(C1)C1=CC(=NC=C1)C(F)(F)F)=O)NCCO[Si](C)(C)C(C)(C)C 1-(5-Bromo-4-((2-((tert-butyldimethylsilyl)oxy)ethyl)amino)-7-methylisoindolin-2-yl)-2-(1-(2-(trifluoromethyl)pyridin-4-yl)azetidin-3-yl)ethan-1-one